FC=1C(=C(C=CC1F)[C@H]1[C@H](O[C@]([C@@H]1C)(C(F)(F)F)C)C(=O)NC1=CC(=NC=C1)C(=O)N)OC 4-[[(2s,3s,4r,5r)-3-(3,4-difluoro-2-methoxy-phenyl)-4,5-dimethyl-5-(trifluoromethyl)tetrahydrofuran-2-carbonyl]amino]pyridine-2-carboxamide